NCN(C(=O)N)CN N,N-bis(aminomethyl)urea